[Cl-].[Cl-].C(C)C=1C(C2=CC=CC(=C2C1)CC)[Zr+2]C1C(=CC2=C(C=CC=C12)CC)CC bis(2-ethyl-4-ethyl-indenyl)zirconium dichloride